benzyl (2S,3R)-2-(benzyloxycarbonylamino)-3-hydroxy-butanoate C(C1=CC=CC=C1)OC(=O)N[C@H](C(=O)OCC1=CC=CC=C1)[C@@H](C)O